COC1=CC=C(C=C1)NC(=O)[C@H]1[C@@H](CC[C@H](C1)C)C(C)C (1R,2S,5R)-N-(4-methoxyphenyl)-5-methyl-2-(1-methyl-ethyl)cyclohexanecarboxamide